BrC1=CC=C(C=N1)OC[C@H](C(=O)OC(C)(C)C)O tert-butyl (R)-3-((6-bromopyridin-3-yl)oxy)-2-hydroxypropanoate